ClC1=CC=C(C=C1)[C@H](C(=O)N1CCN(CC1)C=1C2=C(N=CN1)[C@@H](C[C@H]2C)O)[C@H]2NCC1(CC1)C2 (S)-2-(4-chlorophenyl)-1-(4-((5R,7R)-7-hydroxy-5-methyl-6,7-dihydro-5H-cyclopenta[d]pyrimidin-4-yl)piperazin-1-yl)-2-((S)-5-azaspiro[2.4]hept-6-yl)ethan-1-one